1-ethyl-3-butylpyridinium acetate C(C)(=O)[O-].C(C)[N+]1=CC(=CC=C1)CCCC